C(C)(C)C1=C(NC2=CC=C(C=C12)C1CCN(CC1)C1CCOCC1)C=1C=C(C=2N(C1)C=CN2)OC 6-(3-isopropyl-5-(1-(tetrahydro-2H-pyran-4-yl)piperidin-4-yl)-1H-indol-2-yl)-8-methoxyimidazo[1,2-a]pyridine